(R)-(5-(6-(6-(2-(4-cyclopropylpyrimidin-5-yl)-4-fluorophenoxy)-1,2,4-triazin-5-yl)-2,6-diazaspiro[3.4]octan-2-yl)-2,6-dimethylheptan-2-yl)carbamate C1(CC1)C1=NC=NC=C1C1=C(OC2=C(N=CN=N2)N2CC3(CN(C3)[C@H](CCC(C)(C)NC([O-])=O)C(C)C)CC2)C=CC(=C1)F